(E)-8-(3,4-dimethoxystyryl)-1,3-diethyl-7-(fluoromethyl)-3,7-dihydro-1H-purine-2,6-dione COC=1C=C(/C=C/C2=NC=3N(C(N(C(C3N2CF)=O)CC)=O)CC)C=CC1OC